tert-butyl (2R,6S)-4-[(3R)-1-[7-({8-fluoro-2-methylimidazo[1,2-a]pyridin-6-yl}carbamoyl)-2-methylindazol-4-yl]pyrrolidin-3-yl]-2,6-dimethylpiperazine-1-carboxylate FC=1C=2N(C=C(C1)NC(=O)C1=CC=C(C3=CN(N=C13)C)N1C[C@@H](CC1)N1C[C@H](N([C@H](C1)C)C(=O)OC(C)(C)C)C)C=C(N2)C